2-[3-ethylsulfanyl-4-[3-methyl-6-(trifluoromethyl)imidazo[4,5-c]pyridin-2-yl]phenyl]-2-methyl-propanenitrile C(C)SC=1C=C(C=CC1C1=NC2=C(C=NC(=C2)C(F)(F)F)N1C)C(C#N)(C)C